6-(2-{5-chloro-2-oxo-1,2-dihydrospiro[indole-3,4'-piperidin]-1'-yl}ethoxy)-N-methyl-1,2,3,4-tetrahydroisoquinoline-2-carboxamide ClC=1C=C2C(=CC1)NC(C21CCN(CC1)CCOC=1C=C2CCN(CC2=CC1)C(=O)NC)=O